CN1CC2(C1)CC(C2)NC2=NN1C(C=N2)=C(C=C1)C1=CC=2C(=NC=CN2)N=C1 N-(2-methyl-2-azaspiro[3.3]heptan-6-yl)-5-(pyrido[2,3-b]pyrazin-7-yl)pyrrolo[2,1-f][1,2,4]triazin-2-amine